COC(=O)C1=CC2=C(OC1=O)C=C(S2)N(C(=O)NC2=C(C=C(C=C2)F)F)C 2-(3-(2,4-difluorophenyl)-1-methylureido)-5-oxo-5H-thieno[3,2-b]Pyran-6-carboxylic acid methyl ester